ClC=1C(=NC2=CC(=C(N=C2C1N[C@@H](C1=CC(=CC(=C1)F)F)C1CC1)C=1C=NC(=CC1)P(=O)(C)C)F)C 3-chloro-N-[(R)-cyclopropyl(3,5-difluorophenyl)methyl]-6-[6-(dimethylphosphoryl)pyridin-3-yl]-7-fluoro-2-methyl-1,5-naphthyridin-4-amine